C1(CC1)S(=O)(=O)C1=C(C=C(C=C1)B1OC(C(O1)(C)C)(C)C)Cl 2-(4-(cyclopropylsulfonyl)-3-chlorophenyl)-4,4,5,5-tetramethyl-1,3,2-dioxaborolane